OC1=C(C(=O)OC)C(=CC=C1[N+](=O)[O-])O methyl 2,6-dihydroxy-3-nitrobenzoate